FC(CN1N=CC=2C1=NC(=CN2)N2C(C1(CNC1)CC2)=O)F 6-(1-(2,2-difluoroethyl)-1H-pyrazolo[3,4-b]pyrazin-6-yl)-2,6-diazaspiro[3.4]octan-5-one